C1(=CC=CC=C1)C(=CCN(CCCO)[C@H](C)C1=CC=C(C=C1)OC)C1=CC=CC=C1 (R)-3-((3,3-diphenylallyl)(1-(4-methoxyphenyl)ethyl)amino)propan-1-ol